O=S1(CCN(CC1)C(=O)C1=C(C=C(C=C1)NC(=O)C1CC1)N1CC(OCC1)C(F)(F)F)=O N-[4-(1,1-dioxo-1,4-thiazinane-4-carbonyl)-3-[2-(trifluoromethyl)morpholin-4-yl]phenyl]cyclopropanecarboxamide